4-(7-cyano-2-oxo-2,3-dihydro-1H-benzo[d]imidazol-1-yl)piperidine-1-carboxylic acid tert-butyl ester C(C)(C)(C)OC(=O)N1CCC(CC1)N1C(NC2=C1C(=CC=C2)C#N)=O